(2R,3R,4R,5R,6R)-5-acetamido-2-(acetoxymethyl)-6-((3-oxo-1-phenyl-2,7,10-trioxa-4-azatridecan-13-yl)oxy)tetrahydro-2H-pyran-3,4-diyl diacetate C(C)(=O)O[C@H]1[C@H](O[C@H]([C@@H]([C@H]1OC(C)=O)NC(C)=O)OCCCOCCOCCNC(OCC1=CC=CC=C1)=O)COC(C)=O